C(C)OC(CCCCCCCC1C(C1)CCCCCCCCC(CCCCCCC)CN(C)C)=O ethyl-8-(2-{9-[(dimethylamino)methyl]hexadecyl}cyclopropyl)octanoate